ClC1=C(CNC2=CC=NN2)C(=C(C=C1OC)OC)Cl 5-(2,6-dichloro-3,5-dimethoxybenzylamino)-1H-pyrazol